C(C)(C)(C)C=1C=C(C=C(C1O)C(C)(C)C)CCC(=O)OCC(CO)(CO)CO pentaerythritol [3-(3,5-di-tert-butyl-4-hydroxyphenyl) propionate]